3-((1-(2-(4,4-dimethylpiperidin-1-yl)-3,6-dimethyl-4-oxo-3,4-dihydroquinazolin-8-yl)ethyl)amino)-6-methylpicolinic acid CC1(CCN(CC1)C1=NC2=C(C=C(C=C2C(N1C)=O)C)C(C)NC=1C(=NC(=CC1)C)C(=O)O)C